N-(4-{4-Chloro-2-[(2-oxa-6-aza-6-spiro[3.3]heptyl)carbonyl]phenyl}-6-cyclopropyl-2-pyridyl)-1-cyclopropyl-5-{[(S)-2-methoxypropylamino]methyl}-2-oxo-1,2-dihydronicotinamide ClC1=CC(=C(C=C1)C1=CC(=NC(=C1)C1CC1)NC(C=1C(N(C=C(C1)CNC[C@H](C)OC)C1CC1)=O)=O)C(=O)N1CC2(COC2)C1